4-((3R,5S)-1,1-difluoro-6-((5-methoxy-7-methyl-1H-indol-4-yl)methyl)-6-azaspiro[2.5]octan-5-yl)benzoic acid FC1(C[C@@]12C[C@H](N(CC2)CC2=C1C=CNC1=C(C=C2OC)C)C2=CC=C(C(=O)O)C=C2)F